(2S)-5-(4-ethoxyphenyl)-2-[(trifluoromethanesulfonyl)oxy]pentanoic acid methyl ester COC([C@H](CCCC1=CC=C(C=C1)OCC)OS(=O)(=O)C(F)(F)F)=O